(R)-1-(5-fluoro-4-(2-morpholinopyrimidin-5-yl)-2-nitrophenyl)-N,N-dimethylpyrrolidin-3-amine FC=1C(=CC(=C(C1)N1C[C@@H](CC1)N(C)C)[N+](=O)[O-])C=1C=NC(=NC1)N1CCOCC1